6-Chloro-7-fluoro-8-(5-fluoro-3-methyl-1H-indol-7-yl)-1,4,4,9-tetramethyl-5H-[1,2,4]triazolo[4,3-a]quinoxaline ClC1=C2NC(C=3N(C2=C(C(=C1F)C=1C=C(C=C2C(=CNC12)C)F)C)C(=NN3)C)(C)C